ClC1=CC=C(C=C1)C=1C2=C(C(N(N1)CC(NC)C1=CC=C(C=C1)Cl)=O)N=C(S2)C 7-(4-chlorophenyl)-5-(2-(4-chlorophenyl)-2-(methylamino)ethyl)-2-methylthiazolo[4,5-d]pyridazin-4(5H)-one